N-[6-(2-chloro-5-fluorophenyl)-6-hydroxy-2-methyl-8-oxo-3-{[tri(prop-2-yl)silyl]ethynyl}-7,8-dihydro-6H-pyrrolo[4,3-g]indazol-5-yl]-5-fluoro-3-(trifluoromethyl)benzamide ClC1=C(C=C(C=C1)F)C1(NC(C2=C1C(=CC1=C(N(N=C21)C)C#C[Si](C(C)C)(C(C)C)C(C)C)NC(C2=CC(=CC(=C2)F)C(F)(F)F)=O)=O)O